Bipyridin-6-ylamine dihydrochloride Cl.Cl.N1=C(C=CC=C1C1=CC=CC=N1)N